(1,4-dioxaspiro[4.5]decan-8,8-diyl)dimethanol O1CCOC12CCC(CC2)(CO)CO